(2-Benzoylphenyl)Acetate C(C1=CC=CC=C1)(=O)C1=C(C=CC=C1)CC(=O)[O-]